6-ethylsulfanyl-1,3-dimethyl-2-oxo-benzimidazole-5-carboxylic acid ethyl ester C(C)OC(=O)C1=CC2=C(N(C(N2C)=O)C)C=C1SCC